FC(N1N=C(C=C1)CN1[C@@H](CCN2C1=NC(=CC2=O)N2[C@@H](COCC2)C)C(F)(F)F)F (S)-9-(1-Difluoromethyl-1H-pyrazol-3-ylmethyl)-2-((R)-3-methyl-morpholin-4-yl)-8-trifluoromethyl-6,7,8,9-tetrahydro-pyrimido[1,2-a]-pyrimidin-4-one